2-methyl-2-(2-(methylsulfonylamino)thiazol-4-yl)-N-(5-(6-(trifluoromethyl)pyrazin-2-yl)pyridin-2-yl)propanamide CC(C(=O)NC1=NC=C(C=C1)C1=NC(=CN=C1)C(F)(F)F)(C)C=1N=C(SC1)NS(=O)(=O)C